FC1=C(CNS(=O)C(C)(C)C)C(=CC=C1OC)S(=O)(=O)N1CCOCC1 N-(2-fluoro-3-methoxy-6-(morpholinosulfonyl)benzyl)-2-methylpropane-2-sulfinamide